vanadium-yttrium [Y].[V]